C(C1=CC=CC=C1)NC(=O)NC1=CC(=C(C=C1)C1=CN=C(S1)N1CCC(CC1)NC(OC(C)(C)C)=O)S(NC(C)(C)C)(=O)=O tert-butyl N-[1-[5-[4-(benzylcarbamoylamino)-2-(tert-butylsulfamoyl)phenyl]thiazol-2-yl]-4-piperidyl]carbamate